2,2-dimethyl-2,3-dihydro-1H-indene CC1(CC2=CC=CC=C2C1)C